C12CC(NC(CC1)C2)C(=O)C2=CC1=C(C=N2)C=NN1 C4-azabicyclo[3.2.1]oct-3-yl-(1H-pyrazolo[4,3-C]pyridin-6-yl)methanone